4-(bromomethyl)-5-methyl-1,3-dioxole-2-one BrCC=1OC(OC1C)=O